C(OC=1C(=NC=C(C1)Br)C=1N=NC(=CC1)N1C[C@@H](CC1)NC(C)(C)C)(OC(C)(C)C)=O [5-bromo-2-[6-[(3R)-3-(tert-butylamino)pyrrolidin-1-yl]pyridazin-3-yl]-3-pyridyl] tert-butyl carbonate